N-[(1R,4R,5S)-2-Cyano-2-azabicyclo[2.1.1]hexan-5-yl]-5-(2-phenoxyphenyl)-1H-pyrazol-3-carboxamid C(#N)N1[C@H]2[C@H]([C@@H](C1)C2)NC(=O)C2=NNC(=C2)C2=C(C=CC=C2)OC2=CC=CC=C2